thiatetradecan SCCCCCCCCCCCCC